methoxymethyloxy-(1,1'-binaphthyl) COCOC1=C(C2=CC=CC=C2C=C1)C1=CC=CC2=CC=CC=C12